Tert-butyl (4-(8-methoxy-2-oxo-2H-[1,3]oxazino[5,4-c][1,8]naphthyridin-1(4H)-yl)cycloheptyl)carbamate COC=1C=CC=2C3=C(C=NC2N1)COC(N3C3CCC(CCC3)NC(OC(C)(C)C)=O)=O